N'-(6,7-dihydroquinolin-8(5H)-ylidene)-6-(pyridin-2-yl)-2,6-diazaspiro[3.3]heptane-2-thiohydrazide N1=CC=CC=2CCCC(C12)=NNC(=S)N1CC2(C1)CN(C2)C2=NC=CC=C2